CN1N=C(C(=C1)C=C(CC(=O)O)C(=O)OCC)C 4-(1,3-dimethyl-1H-pyrazol-4-yl)-3-(ethoxycarbonyl)but-3-enoic acid